FC1=C(C=C(C=C1)F)C(C1=CN=C(S1)NC(OC(C)(C)C)=O)O tert-butyl N-[5-[(2,5-difluorophenyl)-hydroxy-methyl]thiazol-2-yl]carbamate